CN(CCOC1=CC(=NC(=N1)N[C@@H](C)C1=CC=C(C=C1)F)NC1=NC=CN=C1)C (S)-6-[2-(dimethylamino)ethoxy]-N2-[1-(4-fluorophenyl)ethyl]-N4-(pyrazin-2-yl)pyrimidine-2,4-Diamine